Amino-1-thiomorpholinooxide NC1SCCN(C1)ON1CC(SCC1)N